COC1=CC=C(CO[C@@H]2[C@@H](S)O[C@@H]([C@H]([C@H]2OC(CCC(C)=O)=O)O)C)C=C1 |&1:12| dl-O-p-methoxybenzyl-3-O-acetylpropionyl-1-thio-β-L-fucose